2-((1S,3R)-2-(3-((tert-butyldiphenylsilyl)oxy)-2,2-difluoropropyl)-3-methyl-2,3,4,9-tetrahydro-1H-pyrido[3,4-b]indol-1-yl)-5-((1-(3-fluoropropyl)azetidin-3-yl)oxy)thiazole [Si](C1=CC=CC=C1)(C1=CC=CC=C1)(C(C)(C)C)OCC(CN1[C@@H](C=2NC3=CC=CC=C3C2C[C@H]1C)C=1SC(=CN1)OC1CN(C1)CCCF)(F)F